FC1=CC=C(C(=C1)C1=CC=C(C=C1)C(F)(F)F)C(=O)NC[C@]1(NC(NC1=O)=O)C1(CC1)F |r| rac-5-fluoro-N-{[4-(1-fluorocyclopropyl)-2,5-dioxoimidazolidin-4-yl]methyl}-4'-(trifluoromethyl)[biphenyl]-2-carboxamide